IC=1C=NN(C1)C(C(=O)NC1=C(C=C(C=C1)C(F)(F)F)C1CCOCC1)(C)C 2-(4-iodo-1H-pyrazol-1-yl)-2-methyl-N-(2-(tetrahydro-2H-pyran-4-yl)-4-(trifluoromethyl)phenyl)propanamide